(S)-2-methyl-2-propanesulfonamide CC(C)(C)S(=O)(=O)N